benzyl 2-amino-5-[(2,4-dimethylphenyl)carbamoyl]-4-methylthiophene-3-carboxylate NC=1SC(=C(C1C(=O)OCC1=CC=CC=C1)C)C(NC1=C(C=C(C=C1)C)C)=O